(methylsalicyl)silane COC=1C(C[SiH3])=CC=CC1